COC(C1=NC(=CC=C1)CSS[C@H](C)[C@@](CN1N=CN=C1)(O)C1=C(C=CC(=C1)F)F)=O methyl-6-((((2R,3R)-3-(2,5-difluorophenyl)-3-hydroxy-4-(1H-1,2,4-triazol-1-yl)butan-2-yl)disulfanyl)methyl)picolinate